(E)-3-(dimethylamino)-1-(2-hydroxy-5-nitrophenyl)prop-2-en-1-one CN(/C=C/C(=O)C1=C(C=CC(=C1)[N+](=O)[O-])O)C